6-(5-Bromo-4-chloro-7H-pyrrolo[2,3-d]pyrimidin-7-yl)-2,2-dimethyltetrahydro-4H-cyclopenta[d][1,3]dioxole-4-carboxylic acid BrC1=CN(C=2N=CN=C(C21)Cl)C2CC(C1C2OC(O1)(C)C)C(=O)O